2-methyl-1-(4-(2-(methyl-d3)phenyl)-2-oxo-2H-pyrano[2,3-b]pyridin-7-yl)pyrrolidine-2-carboxylic acid CC1(N(CCC1)C1=CC=C2C(=N1)OC(C=C2C2=C(C=CC=C2)C([2H])([2H])[2H])=O)C(=O)O